(R)-6-(2-(3-(benzofuran-3-yl)phenyl)-2-hydroxyacetyl)-2-(1-(3-cyclohexylphenyl)cyclopropyl)-3,5,6,7,8,9-hexahydro-4H-pyrimido[5,4-c]azepin-4-one O1C=C(C2=C1C=CC=C2)C=2C=C(C=CC2)[C@H](C(=O)N2CC1=C(CCC2)N=C(NC1=O)C1(CC1)C1=CC(=CC=C1)C1CCCCC1)O